4-(4-methylpiperazin-1-yl)-2-((tetrahydro-2H-pyran-4-yl)amino)benzamide CN1CCN(CC1)C1=CC(=C(C(=O)N)C=C1)NC1CCOCC1